C12C(C3CC(CC(C1)C3)C2)NC(CC2=CC(=CC=C2)CC(C)NCC(C2=CC(=C(C=C2)O)CO)O)=O N-adamantan-2-yl-2-(3-{2-[2-hydroxy-2-(4-hydroxy-3-hydroxymethyl-phenyl)-ethylamino]-propyl}-phenyl)-acetamide